4-tert-Butylcyclohexylacetat C(C)(C)(C)C1CCC(CC1)CC(=O)[O-]